CC1(CC1)C=1C=C(C=CC1)N1[C@H]2CN([C@H](C1)C2)C2=NC(=NC=C2C#N)C=2C=NN(C2)C 4-{(1S,4R)-5-[3-(1-methylcyclopropyl)phenyl]-2,5-diazabicyclo[2.2.1]hept-2-yl}-2-(1-methyl-1H-pyrazol-4-yl)pyrimidine-5-carbonitrile